(2S)-6-amino-2-[[(2S)-2,6-diaminohexanoyl]amino]hexanoic acid benzyl ester tri-mesylate S(C)(=O)(=O)O.S(C)(=O)(=O)O.S(C)(=O)(=O)O.C(C1=CC=CC=C1)OC([C@H](CCCCN)NC([C@H](CCCCN)N)=O)=O